FC(C(=O)O)(F)F.NC=1C=2N(C=C(N1)C1=CC(=NO1)C)C(=CN2)C=2C=C(C=CC2C)C(C(F)F)(C)O 2-(3-(8-Amino-6-(3-methylisoxazol-5-yl)imidazo[1,2-a]pyrazin-3-yl)-4-methylphenyl)-1,1-difluoropropan-2-ol trifluoroacetate